5-aminopyridinecarbonitrile NC=1C=CC(=NC1)C#N